C(C)N(C1=CC=C2C(=C(C(OC2=C1)=O)/C=C/C1=CC=C(C(=O)C2=C(C(=C(C(=C2F)F)S(=O)(=O)[O-])F)F)C=C1)C)CC.[Na+] sodium (E)-4-(4-(2-(7-(diethylamino)-4-methyl-coumarin-3-yl)vinyl)-benzoyl)-2,3,5,6-tetrafluorobenzenesulfonate